C1(=CC=CC=C1)N1CCN(CC1)C=1N=C(SC1)NC(OC(C)(C)C)=O tert-butyl (4-(4-phenylpiperazin-1-yl)thiazol-2-yl)carbamate